benzothiophen-1-one S1(C=CC2=C1C=CC=C2)=O